ClC1=C(C(=C(C=C1OC)OC)Cl)C=1N=C(C2=C(N1)C=NC(=C2)N[C@H]2[C@H](COC2)NC(C=C)=O)NC2CC(CC2)(F)F N-((3R,4S)-4-((2-(2,6-dichloro-3,5-dimethoxyphenyl)-4-((3,3-difluorocyclopentyl)amino)pyrido[3,4-d]pyrimidin-6-yl)amino)tetrahydrofuran-3-yl)acrylamide